iso-propyl-tin C(C)(C)[Sn]